C(C1=CC=CC=C1)NC(N(C1=NC=C(C=C1)C=1C=NN(C1)C)[C@@H]1CC[C@H](CC1)NC1=NC=C(C(=N1)NC1CC(C1)(F)F)C#N)=O 3-benzyl-1-(trans-4-((5-cyano-4-((3,3-difluorocyclobutyl)-amino)pyrimidin-2-yl)amino)cyclohexyl)-1-(5-(1-methyl-1H-pyrazol-4-yl)pyridin-2-yl)urea